FC1=CC=C(C=C1)C(N1C[C@@H](N(C[C@H]1C)C1=CC(N(C=2C=CC(=NC12)C#N)C)=O)C)C1=NC=CC(=C1)F 8-((2s,5r)-4-((4-fluorophenyl)(4-fluoropyridin-2-yl)methyl)-2,5-dimethylpiperazin-1-yl)-5-methyl-6-oxo-5,6-dihydro-1,5-naphthyridine-2-carbonitrile